(E)-3-(4-(2,4-dinitrophenoxy)styryl)quinolin-2(1H)-one [N+](=O)([O-])C1=C(OC2=CC=C(/C=C/C=3C(NC4=CC=CC=C4C3)=O)C=C2)C=CC(=C1)[N+](=O)[O-]